N-(2-cyano-4-((4,4-difluorocyclohexyl)methoxy)phenyl)acrylamide C(#N)C1=C(C=CC(=C1)OCC1CCC(CC1)(F)F)NC(C=C)=O